N1=CN=CC2=CC=C(C=C12)C1=C(C=CC=C1)NC(C=C)=O N-[2-(quinazolin-7-yl)phenyl]prop-2-enamide